trans-1-(6-([1,1'-biphenyl]-4-ylamino)pyrimidin-4-yl)-4-(3,4-Dihydroisoquinolin-2(1H)-yl)piperidin-3-ol C1(=CC=C(C=C1)NC1=CC(=NC=N1)N1C[C@H]([C@@H](CC1)N1CC2=CC=CC=C2CC1)O)C1=CC=CC=C1